(4R)-4-[3-[3-[4-(4-chloro-2-methylsulfonyl-phenyl)phenyl]azetidin-1-yl]-3-oxo-propyl]oxazolidin-2-one Ethyl-imidazo[1,2-a]pyrazine-2-carboxylate C(C)OC(=O)C=1N=C2N(C=CN=C2)C1.ClC1=CC(=C(C=C1)C1=CC=C(C=C1)C1CN(C1)C(CC[C@H]1NC(OC1)=O)=O)S(=O)(=O)C